CC1=C(C(=CC(=C1N=C=O)C)C)N=C=O 2,4,6-Trimethyl-1,3-phenylendiisocyanat